5-Nitro-2-(tributylstannyl)benzoic acid methyl ester COC(C1=C(C=CC(=C1)[N+](=O)[O-])[Sn](CCCC)(CCCC)CCCC)=O